2-[5-amino-2-(3-chloro-2-pyridyl)pyrazol-3-yl]-7-methoxy-10-methylpyrido[2,3-g][3,1]benzoxazin-4-one NC=1C=C(N(N1)C1=NC=CC=C1Cl)C1=NC2=C(C(O1)=O)C=C1C(=C2C)C=CC(=N1)OC